O[C@@H]1C[C@H](N(C1)C(C(C(C)C)C1=CC(=NO1)OC)=O)C=1NC(=CN1)C1=C(C(=O)NC)C=CC=C1 2-[2-[(2S,4R)-4-hydroxy-1-[2-(3-methoxy-1,2-oxazol-5-yl)-3-methylbutyryl]pyrrolidin-2-yl]-1H-imidazol-5-yl]-N-methylbenzamide